[I].CN(CCCN)C N,N-dimethyl-1,3-propanediamine iodine